SCCSCCCC(C(=O)O)C(=O)O 2-(3-((2-mercaptoethyl)thio)propyl)malonic acid